4-((3-(3-fluorophenyl)-2,4-dioxo-3,4-dihydroquinazolin-1(2H)-yl)methyl)-N-hydroxybenzoamide FC=1C=C(C=CC1)N1C(N(C2=CC=CC=C2C1=O)CC1=CC=C(C(=O)NO)C=C1)=O